BrC1=C(N(C)CC2CC2)C=C(C(=C1)S(=O)(=O)N1CCOCC1)F 2-bromo-N-(cyclopropylmethyl)-5-fluoro-N-methyl-4-(morpholinosulfonyl)aniline